2-hydroxy-4,5-dimethoxybenzoic acid OC1=C(C(=O)O)C=C(C(=C1)OC)OC